CN(C1C[C@@H]2[C@@H](CN(C2)S(=O)(=O)C=2C(=NC(=CC2)C(F)(F)F)C)C1)C1CCOCC1 (3aR,5s,6aS)-N-Methyl-2-((2-methyl-6-(trifluoromethyl)pyridin-3-yl)sulfonyl)-N-(tetrahydro-2H-pyran-4-yl)octahydrocyclopenta[c]pyrrol-5-amine